C(C)C1=CC2=C(CCO[C@]23C[C@@H](N(CC3)CC3CC(C3)NC(COCC(F)(F)F)=O)C)S1 N-[3-[[(2'S,4R)-2-ethyl-2'-methyl-spiro[6,7-dihydrothieno[3,2-c]pyran-4,4'-piperidine]-1'-yl]methyl]cyclobutyl]-2-(2,2,2-trifluoroethoxy)acetamide